C(C)(C)(C)OC(=O)NCCCCN(CCCCCCCCC(=O)OC(CCCCC)CC)CCCCCCCCC(=O)OC(CCCCC)CC 1-ethylhexyl 9-[4-(tert-butoxycarbonylamino)butyl-[9-(1-ethylhexoxy)-9-oxo-nonyl]amino]nonanoate